BrC1=CC2=C(N=C(O2)NC2=NC3=C(N2C)C=CC(=C3)C(=O)O)C=C1 2-((6-bromobenzo[d]oxazol-2-yl)amino)-1-methyl-1H-benzo[d]imidazole-5-carboxylic acid